3,11-dihydroxydodecenoic acid methyl ester COC(C=C(CCCCCCCC(C)O)O)=O